CCCCCCCC/C=C\CCCCCCCC(=O)OC[C@H](CO)OC(=O)CCCCCCC/C=C\CCCCCCCC 1,2-di-(9Z-octadecenoyl)-sn-glycerol